C(C)(C)(C)OC(=O)N1CC(N(CC1)C(C1=C(C=C(C=C1)NC(=O)C1CC1)N1CCCCCC1)=O)C 4-[2-(azepan-1-yl)-4-(cyclopropanecarbonylamino)benzoyl]-3-methylpiperazine-1-carboxylic acid tert-butyl ester